C1=CC=CC=2C3=CC=CC=C3C(C12)COC(=O)NC(C(=O)OC(C)(C)C)CCCCNC(CCCC1=CC=C(C=C1)CC(C)C)=O tert-butyl 2-((((9H-fluoren-9-yl)methoxy)carbonyl)amino)-6-(4-(4-isobutylphenyl)-butanamido)hexanoate